The molecule is a dicarboxylic acid monoester obtained by the formal condensation of one of the carboxy groups of malonic acid with benzyl alcohol. It has a role as a human urinary metabolite. It is a dicarboxylic acid monoester and a benzyl ester. It derives from a malonic acid and a benzyl alcohol. C1=CC=C(C=C1)COC(=O)CC(=O)O